COC(=O)[C@@H]1[C@H]([C@H]([C@@H](C1)NC(=O)OC(C)(C)C)[C@H](C(CC)CC)NC(C)=O)O (1S,2S,3R,4R)-3-[(1S)-1-acetamido-2-ethylbutyl]-4-[[(1,1-dimethylethoxy)carbonyl]amino]-2-hydroxycyclopentanoic acid methyl ester